BrCCCCCCO[Si](OC(OCCCCCCCCCCCC)CCCCC)(C)C 1-bromo-8,8-dimethyl-10-pentyl-7,9,11-trioxa-8-silatricosane